(S)- and (R)-2-(3-(2-((4-cyanophenethyl)amino)-2-phenylacetyl)-1H-indol-6-yl)acetic acid C(#N)C1=CC=C(CCN[C@H](C(=O)C2=CNC3=CC(=CC=C23)CC(=O)O)C2=CC=CC=C2)C=C1 |r|